FC(C(=C(C(C(C(F)(F)F)(F)F)(C(C(F)(F)F)(F)F)C(F)(F)F)F)C(F)(F)F)(F)F perfluoro(2,4-dimethyl-4-ethylhex-2-ene)